4-(2-Cyanothieno[2,3-c]pyridin-4-yl)-3-(1-ethyl-3-(trifluoromethyl)-1H-pyrazol-4-yl)-N-methylbenzamide C(#N)C1=CC=2C(=CN=CC2C2=C(C=C(C(=O)NC)C=C2)C=2C(=NN(C2)CC)C(F)(F)F)S1